trans-(1RS,2RS)-2-octylcyclopropanecarboxylic acid C(CCCCCCC)[C@H]1[C@@H](C1)C(=O)O |r|